5-Bromo-6-methoxy-1H-indole-2-carboxylic Acid BrC=1C=C2C=C(NC2=CC1OC)C(=O)O